3-[(1S)-1-hydroxyethyl]-4-methyl-1H-1,2,4-triazol-5-one O[C@@H](C)C1=NNC(N1C)=O